C(C)(C)(C)S(=O)N1[C@@H]([C@@H]1CC)C(=O)O (2S,3S)-1-(tert-butylsulfinyl)-3-ethylaziridine-2-carboxylic acid